ClC1=CNC=2N=C(N=C(C21)NCCS(=O)(=O)C)NC2=C(C=C(C=C2)S(=O)(=O)N2CCOCC2)OC 5-chloro-N2-(2-methoxy-4-(morpholinosulfonyl)phenyl)-N4-(2-(methylsulfonyl)ethyl)-7H-pyrrolo[2,3-d]pyrimidine-2,4-diamine